ClC1=C(CC=2NC(=C(N2)C2=CC=C(C=C2)OC)C)C=CC(=C1)Cl 2-(2,4-Dichlorobenzyl)-4-(4-methoxyphenyl)-5-methylimidazole